5-((3-benzylureido)methyl)pyridin C(C1=CC=CC=C1)NC(NCC=1C=CC=NC1)=O